3-(5-(1-(oxetan-3-yl)-4-(pyrrolidin-1-ylmethyl)-3-(trifluoromethyl)-1H-pyrazolo[3,4-b]pyridin-6-yl)-1-oxoisoindolin-2-yl)piperidine-2,6-dione O1CC(C1)N1N=C(C=2C1=NC(=CC2CN2CCCC2)C=2C=C1CN(C(C1=CC2)=O)C2C(NC(CC2)=O)=O)C(F)(F)F